7-bromo-2-(2-((tert-butyldimethylsilyl)oxy)ethyl)benzofuran-5-carboxylic acid silyl ester [SiH3]OC(=O)C=1C=C(C2=C(C=C(O2)CCO[Si](C)(C)C(C)(C)C)C1)Br